N-(1-isopropylpiperidine-4-yl)-6-methoxy-7-(4-(piperidine-1-yl)but-1-yn-1-yl)-2-(2-azaspiro[4.4]nonan-2-yl)quinazolin-4-amine C(C)(C)N1CCC(CC1)NC1=NC(=NC2=CC(=C(C=C12)OC)C#CCCN1CCCCC1)N1CC2(CC1)CCCC2